1-tert-butyl 4-methyl 4-fluoropiperidine-1,4-dicarboxylate FC1(CCN(CC1)C(=O)OC(C)(C)C)C(=O)OC